6-[(2S)-2-aminopropyl]-2-chloro-N-[(3-fluoropyridin-4-yl)methyl]-7-methylthieno[3,2-d]pyrimidin-4-amine N[C@H](CC1=C(C=2N=C(N=C(C2S1)NCC1=C(C=NC=C1)F)Cl)C)C